FC1=C(C(=CC=C1)F)[C@@H]1CC(=NO1)C=1N=C(SC1)C1CCN(CC1)N1C(N=CC2=CC=CC=C12)N1N=C(C=C1C)C(F)(F)F 1-(4-{4-[(5S)-5-(2,6-difluorophenyl)-4,5-dihydro-1,2-oxazol-3-yl]-1,3-thiazol-2-yl}piperidin-1-yl)-2-[5-methyl-3-(trifluoromethyl)-1H-pyrazol-1-yl]quinazoline